C(C)(C)(C)C1CCC2=C(SC(=C2C(=O)O)NC(=O)C=2OC=CC2)C1 6-tert-butyl-2-(furan-2-carboxamido)-4,5,6,7-tetrahydrobenzo[b]-thiophene-3-carboxylic acid